C[NH+]1C(N(CC1)C)C 1,2,3-trimethylimidazolinium